C(C)(C)(C)OC(=O)N1CCC=2C=CC(=NC2C1)O hydroxy-5,6,7,8-tetrahydro-1,7-naphthyridine-7-carboxylic acid tert-butyl ester